1-(4-methoxyphenyl)-3-phenylprop-2-yn-1-one COC1=CC=C(C=C1)C(C#CC1=CC=CC=C1)=O